C1=CC=CC=C1.C1(=CC=CC=C1)[B-](C1=C(C(=C(C(=C1F)F)F)F)F)(C1=C(C(=C(C(=C1F)F)F)F)F)C1=C(C(=C(C(=C1F)F)F)F)F phenyl-tris(pentafluorophenyl)borate-benzene